C(C)NC1=CC(=CC(=N1)N1C(C2=CC(=CC(=C2C1)SC)CN1CCCCC1)=O)C1(COC1)CC1=NN=CN1C 2-[6-(ethylamino)-4-{3-[(4-methyl-1,2,4-triazol-3-yl)methyl]oxetan-3-yl}pyridin-2-yl]-4-(methylsulfanyl)-6-(piperidin-1-ylmethyl)-3H-isoindol-1-one